[Na].OC(C(C(=O)O)NC(C(=O)O)CC(=O)O)C(=O)O 3-hydroxy-2,2'-iminodisuccinic acid sodium